methyl (S)-2-((4-(3-((4-cyano-2-fluorophenoxy) methyl) phenoxy) piperidin-1-yl) methyl)-1-(oxetan-2-ylmethyl)-1H-benzo[d]imidazole-6-carboxylate C(#N)C1=CC(=C(OCC=2C=C(OC3CCN(CC3)CC3=NC4=C(N3C[C@H]3OCC3)C=C(C=C4)C(=O)OC)C=CC2)C=C1)F